1-(6-(2,5-dioxopyrrolidin-1-yl)-6-oxohexyl)-1H-pyrrole-2,5-dione O=C1N(C(CC1)=O)C(CCCCCN1C(C=CC1=O)=O)=O